FC1=C(C(=O)N[C@H](C)C=2C=NC(=NC2)C(F)(F)F)C=C(C=C1C=1SC(=CN1)C)OCC(C)O 2-Fluoro-5-(2-hydroxypropoxy)-3-(5-methylthiazol-2-yl)-N-((R)-1-(2-(trifluoromethyl)pyrimidine-5-yl)ethyl)benzamide